NCCONC(OC(C)(C)C)=O Tert-butyl 2-aminoethoxycarbamate